ClC1=CC(=C(C=C1)\C=C\1/OC(C2=C1C(=CC(=C2)F)[N+](=O)[O-])=O)F (3Z)-3-[(4-chloro-2-fluorophenyl)methylene]-6-fluoro-4-nitro-2-benzofuran-1-one